7-((1s,4s)-4-(2-(Trifluoromethyl)pyridin-4-yl)cyclohexyl)-2-thia-7-azaspiro[3.5]nonane 2,2-dioxide FC(C1=NC=CC(=C1)C1CCC(CC1)N1CCC2(CS(C2)(=O)=O)CC1)(F)F